N-(3-(4-aminobutanamido)-2-hydroxypropyl)-4-((3-(2,3-difluoro-4-methoxyphenyl)imidazo[1,2-a]pyrazin-8-yl)amino)-2-ethylbenzamide hydrochloride Cl.NCCCC(=O)NCC(CNC(C1=C(C=C(C=C1)NC=1C=2N(C=CN1)C(=CN2)C2=C(C(=C(C=C2)OC)F)F)CC)=O)O